CC=1C=C(OC2=C(C#N)C=CC=C2)C=CC1 (3-methyl-phenoxy)benzonitrile